trifluoromethylacetate FC(F)(F)OC(C)=O